2'-[(7-benzyl-1,4,7-triazacyclodecane-1,4-diyl)bis(methylene)]bis[6-(aminomethyl)-4-methylphenol] C(C1=CC=CC=C1)N1CCN(CCN(CCC1)CC1=C(C(=CC(=C1)C)CN)O)CC1=C(C(=CC(=C1)C)CN)O